4-(1-methyl-1H-imidazol-5-yl)pyrimidine-2-carboxylic acid CN1C=NC=C1C1=NC(=NC=C1)C(=O)O